C(C1=CC=CC=C1)N1N=NC=C1C1=CC=C(C=C1)C1=CC(N(C=C1)CCC(C(=O)N)(S(=O)(=O)C)C)=O 4-(4-(4-(1-benzyl-1H-1,2,3-triazol-5-yl)phenyl)-2-oxopyridin-1(2H)-yl)-2-methyl-2-(methylsulfonyl)butanamide